(5-amino-1-{6-[(2,6-difluorophenyl)oxy]-4-methylpyridin-3-yl}pyrazol-4-yl)[6-(azetidin-3-yl)-5,6,7,8-tetrahydro-1H-pyrrolo[2,3-g]isoquinolin-2-yl]methanone NC1=C(C=NN1C=1C=NC(=CC1C)OC1=C(C=CC=C1F)F)C(=O)C1=CC=2C(=CC=3CCN(CC3C2)C2CNC2)N1